manganese acetate salt C(C)(=O)[O-].[Mn+2].C(C)(=O)[O-]